[2-[3-[(1R)-1-[[4-acetamido-1-(2-fluorophenyl)-6-oxo-pyridazine-3-carbonyl]amino]ethyl]-2-fluoro-phenyl]-2,2-difluoro-ethyl]acetate C(C)(=O)NC=1C(=NN(C(C1)=O)C1=C(C=CC=C1)F)C(=O)N[C@H](C)C=1C(=C(C=CC1)C(COC(C)=O)(F)F)F